potassium indolebutyrate salt N1C(=CC2=CC=CC=C12)CCCC(=O)[O-].[K+]